N-dodecyl sulfate CCCCCCCCCCCCOS(=O)(=O)O